FC=1C=C2C(C(=CN(C2=NC1N1CC(C1)C(NCC1OCC1)=O)C=1SC=CN1)C(=O)O)=O 6-fluoro-7-{3-[(oxetan-2-ylmethyl)carbamoyl]azetidin-1-yl}-4-oxo-1-(1,3-thiazol-2-yl)-1,4-dihydro-1,8-naphthyridine-3-carboxylic acid